ClC=1C=C2C(=NC(=NC2=C(C1C1=CC(=CC2=CC=CC=C12)O)F)O[C@@H](CN1CCCCC1)C)N1CC2CCC(C1)N2 4-(6-chloro-4-{3,8-diazabicyclo[3.2.1]oct-3-yl}-8-fluoro-2-{[(2R)-1-(piperidin-1-yl)propan-2-yl]oxy}quinazolin-7-yl)naphthalen-2-ol